NC1CCN(CC1)C1=NC(=C2N=CN(C2=N1)C(C)C)NCC1=C(C=CC=C1)C1=NC=C(N=C1)N(C)C 2-(4-aminopiperidin-1-yl)-N-(2-(5-(dimethylamino)pyrazin-2-yl)benzyl)-9-isopropyl-9H-purin-6-amine